4-acetylcytidine triphosphate P(O)(=O)(OP(=O)(O)OP(=O)(O)O)OC[C@@H]1[C@H]([C@H]([C@@H](O1)N1C(=O)NC(N)(C=C1)C(C)=O)O)O